ClC=1N=C2C(=C(C(N(C2=CC1)C)=O)C#N)N1CCC(CC1)OC1=CC=C(C=C1)Cl 6-chloro-4-(4-(4-chlorophenoxy)piperidin-1-yl)-1-methyl-2-oxo-1,2-dihydro-1,5-naphthyridine-3-carbonitrile